C1(CCCCC1)NSC=1SC2=C(N1)C=CC=C2 (l)-N-cyclohexyl-2-benzothiazolsulfenamide